CN1N=C(C=C1)C=1C=C(C(=O)O)C=CC1C(F)(F)F 3-(1-methyl-1H-pyrazol-3-yl)-4-(trifluoromethyl)benzoic acid